(4-(pyrrolidin-1-yl)phenyl)-5-(4,4,5,5-tetramethyl-1,3,2-dioxaborolan-2-yl)thiazole N1(CCCC1)C1=CC=C(C=C1)C=1SC(=CN1)B1OC(C(O1)(C)C)(C)C